2-biphenyldimethanol C1(=C(C(=CC=C1)CO)CO)C1=CC=CC=C1